ClC1=CC=C(C=C1)N(C(=O)C=1C=CC=2N(C1)C(=CN2)C=2C=CC(=NC2)NC(OC)=O)CCC#N methyl N-[5-[6-[(4-chlorophenyl)-(2-cyanoethyl)carbamoyl] imidazo[1,2-a]pyridin-3-yl]-2-pyridyl]carbamate